rac-[2-(2,3-di(hexadecyl)oxypropyloxymethyloxy)ethyl]-trimethylammonium C(CCCCCCCCCCCCCCC)O[C@@H](COCOCC[N+](C)(C)C)COCCCCCCCCCCCCCCCC |r|